COCCN1CCN(CC1)C=1C=C2C3=NNC4=CC=C(OCCCNC(OCC(C1)=C2)=O)C=C34 4-[4-(2-methoxyethyl)piperazin-1-yl]-8,14-dioxa-10,19,20-triazatetracyclo[13.5.2.12,6.018,21]tricosa-1(20),2,4,6(23),15,17,21-heptaen-9-one